3-bromo-1-(4-(chloromethyl)-3-nitrobenzyl)-5-methyl-1H-pyrazole BrC1=NN(C(=C1)C)CC1=CC(=C(C=C1)CCl)[N+](=O)[O-]